FC(S(=O)(=O)OC1=NC=CC2=CN=C(C=C12)Cl)(F)F 7-chloro-2,6-naphthyridin-1-yl trifluoromethanesulfonate